2'-Bromo-4-((3,5-difluoropyridin-2-yl)methoxy)-5',6-dimethyl-2H-[1,4'-bipyridinyl]-2-one BrC1=NC=C(C(=C1)N1C(C=C(C=C1C)OCC1=NC=C(C=C1F)F)=O)C